4-hydroxy-3,5-di-tert-butylbenzyl alcohol OC1=C(C=C(CO)C=C1C(C)(C)C)C(C)(C)C